Tetrahexylammonium hexafluorophosphat F[P-](F)(F)(F)(F)F.C(CCCCC)[N+](CCCCCC)(CCCCCC)CCCCCC